CC(CO)(C)C=1SC=CN1 2-methyl-2-(thiazol-2-yl)propan-1-ol